ClC1=C(CNC(=O)C2CC(C3=NC=CC=C32)O)C=CC=C1Cl N-(2,3-dichlorobenzyl)-7-hydroxy-6,7-dihydro-5H-cyclopenta[b]pyridine-5-carboxamide